FC(C=1N=CC=2N(C1)C(=CN2)C2=NC=CC(=N2)N2C(CCCC2)CCO)(F)F 2-(1-(2-(6-(Trifluoromethyl)imidazo[1,2-a]pyrazin-3-yl)pyrimidin-4-yl)piperidin-2-yl)ethan-1-ol